3-(3-Chloro-4-fluorophenyl)-1-(1H-indol-5-yl)-1-((6,7,8,9-tetrahydro-5H-[1,2,4]triazolo[4,3-a]azepin-3-yl)methyl)urea ClC=1C=C(C=CC1F)NC(N(CC1=NN=C2N1CCCCC2)C=2C=C1C=CNC1=CC2)=O